N1(CCNCC1)CCOC1=CC=C(C=C1)C1CCN(CC1)C1=CC(=C(C#N)C=C1)C(F)(F)F 4-(4-(4-(2-(piperazin-1-yl)ethoxy)phenyl)piperidin-1-yl)-2-(trifluoromethyl)benzonitrile